CN(CCCOC1=CC=C(C(=N1)F)C1=CC=2C3=C(C=NC2C=C1)N(C(N3C(C)C)=O)C)C 8-[6-[3-(Dimethylamino)propoxy]-2-fluoro-3-pyridyl]-1-isopropyl-3-methylimidazo[4,5-c]chinolin-2-on